2,3,5-trifluoro-4-[(4-methoxyphenyl)methoxy]-N-{[(1r,4r)-4-{6-[2-(piperazin-1-yl)pyrimidin-5-yl]-2H-indazol-2-yl}cyclohexyl]methyl}benzamide FC1=C(C(=O)NCC2CCC(CC2)N2N=C3C=C(C=CC3=C2)C=2C=NC(=NC2)N2CCNCC2)C=C(C(=C1F)OCC1=CC=C(C=C1)OC)F